(S)-N-(5-(2-(2-aminopyridin-3-yl)-7-(difluoromethyl)-5-(1H-pyrazol-1-yl)-3H-imidazo[4,5-b]pyridin-3-yl)-2,3-dihydro-1H-inden-1-yl)-6-(difluoromethyl)nicotinamide NC1=NC=CC=C1C1=NC=2C(=NC(=CC2C(F)F)N2N=CC=C2)N1C=1C=C2CC[C@@H](C2=CC1)NC(C1=CN=C(C=C1)C(F)F)=O